ClC1=CC=C(C=C1)CSC1=CC=C(C=C1)Cl 1-chloro-4-[(4-chlorophenyl)mercaptomethyl]benzene